C(C)C1(C(CCC1)CCC(C)C)O (+-)-1-ETHYL-2-(3-METHYLBUTYL)-1-CYCLOPENTANOL